ClC=1C=CC(=C(C(=O)NC2=CC(=C(C=C2)OC2=CC=C(C=C2)Cl)Cl)C1)O 5-chloro-N-(3-chloro-4-(4-chlorophenoxy)phenyl)-2-hydroxybenzamide